(3-Methylazetidin-3-yl){4-[6-(trifluoromethyl)pyridin-3-yl]piperidin-1-yl}methanone CC1(CNC1)C(=O)N1CCC(CC1)C=1C=NC(=CC1)C(F)(F)F